N1=CC=C(C=C1)C=1C2=CC=C(N2)C(=C2C=CC(C(=C3C=CC(=C(C=4C=CC1N4)C4=CC=NC=C4)N3)C3=CC=NC=C3)=N2)C2=CC=NC=C2 5,10,15,20-tetrakis(4-pyridyl)-21H,23H-porphine